C(C)NC(OOCCOC1=CC(=CC=C1)CNC(=O)C=1SC(=C(N1)C=1C=C2C=CN(C2=CC1)C(=O)C1CC1)C)=O (2-(3-((4-(1-(cyclopropanecarbonyl) indol-5-yl)-5-methylthiazole-2-carboxamido) methyl) phenoxy) ethoxy) ethylcarbamate